5-bromo-7-chloro-8-fluoroquinazoline-2,4(1H,3H)-dione BrC1=C2C(NC(NC2=C(C(=C1)Cl)F)=O)=O